tert-Butyl (2S,4R)-4-fluoro-2-((1-methyl-1H-pyrazolo[3,4-b]pyridin-3-yl)carbamoyl)pyrrolidine-1-carboxylate F[C@@H]1C[C@H](N(C1)C(=O)OC(C)(C)C)C(NC1=NN(C2=NC=CC=C21)C)=O